CC(C(CC=C)C)N 1,2-dimethyl-4-pentenamine